O=C1N(CCC(N1)=O)C1=C(C=C(C=C1)F)N1CCC(CC1)C=O 1-(2-(2,4-dioxotetrahydropyrimidin-1(2H)-yl)-5-fluorophenyl)piperidine-4-carbaldehyde